(+)-7-amino-3-chloro-5-((2-(1-((3-hydroxycyclobutyl)methyl)-1H-pyrazol-3-yl)ethyl)amino)-2-methylpyrazolo[1,5-a]pyrimidine-6-carbonitrile NC1=C(C(=NC=2N1N=C(C2Cl)C)NCCC2=NN(C=C2)CC2CC(C2)O)C#N